5-(4-((3-cyclopropyl-8-fluoro-2,4-dioxo-1,2,3,4-tetrahydroquinazolin-7-yl)methyl)piperazin-1-yl)-6-fluoro-N-methylpicolinamide C1(CC1)N1C(NC2=C(C(=CC=C2C1=O)CN1CCN(CC1)C=1C=CC(=NC1F)C(=O)NC)F)=O